N-[4-(2-amino-5-chloroquinazolin-6-yl)-3-fluoropyridin-2-yl]-5-chloro-2-methoxypyridine-3-sulfonamide NC1=NC2=CC=C(C(=C2C=N1)Cl)C1=C(C(=NC=C1)NS(=O)(=O)C=1C(=NC=C(C1)Cl)OC)F